NCC=1C=C(OCCOCCNC=2C=C3CN(C(C3=CC2)=O)C2C(NC(CC2)=O)=O)C=CC1 3-(5-(2-(2-(3-(aminomethyl)phenoxy)ethoxy)ethylamino)-1-oxoisoindolin-2-yl)piperidine-2,6-dione